S(=O)(=O)(C1=CC=C(C)C=C1)N1C=CC=2C1=NC=C1C2N(C=N1)C1C2(CC1C2)C(=O)O (6-tosylimidazo[4,5-d]pyrrolo[2,3-b]pyridin-1(6H)-yl)bicyclo[1.1.1]pentane-1-carboxylic acid